4-amino-3-(4-phenoxyphenyl)-1H-pyrazole NC=1C(=NNC1)C1=CC=C(C=C1)OC1=CC=CC=C1